tert-butyl (5,6-diamino-2-(methylcarbamoyl)-2,3-dihydro-1H-inden-2-yl)carbamate NC=1C=C2CC(CC2=CC1N)(C(NC)=O)NC(OC(C)(C)C)=O